C(C)C=1N=C(N(C1C(=O)O)CC1=CC=C(C=C1)C1=CC(=CC=C1C1=NOC(N1)=O)C1=CC=CC=C1)CCC 4-ethyl-1-((6'-(5-oxo-4,5-dihydro-1,2,4-oxadiazol-3-yl)-[1,1':3',1''-terphenyl]-4-yl)methyl)-2-propyl-1H-imidazole-5-carboxylic Acid